N-(2-ethyl-6-(5-methyl-4,5-dihydrooxazol-2-yl)imidazo[1,2-a]pyridin-3-yl)-4-(4-fluorophenyl)-N-methylthiazol-2-amine C(C)C=1N=C2N(C=C(C=C2)C=2OC(CN2)C)C1N(C=1SC=C(N1)C1=CC=C(C=C1)F)C